BrC1=NC=CC=C1OC(F)F 2-bromo-3-(difluoromethoxy)pyridine